C(C)OC1=C(NC2=NC=3N(C(=C2)NC)N=CC3C(=O)N[C@H]3C(N(CC3)C)=O)C=CC=C1 |r| 5-(2-ethoxyanilino)-7-(methylamino)-N-[rac-1-methyl-2-oxo-pyrrolidin-3-yl]pyrazolo[1,5-a]pyrimidine-3-carboxamide